BrC=1C=C(C=CC1)S(=O)(=O)O\N=C\1/C(=CC(C(=C1)C1CCCCC1)=O)C [(Z)-(5-cyclohexyl-2-methyl-4-oxocyclohexa-2,5-dien-1-ylidene)amino] 3-bromobenzenesulfonate